ClC=1C(=C2C=NNC2=C(C1F)C#CCO)C=1N=CC=2N(C1)C=C(N2)NC(=O)C2C(C2)F N-(6-(5-chloro-6-fluoro-7-(3-hydroxyprop-1-yn-1-yl)-1H-indazol-4-yl)imidazo[1,2-a]pyrazin-2-yl)-2-fluorocyclopropane-1-carboxamide